BrC1=CC(=C(C(=C1)NC)N)OC 5-bromo-3-methoxy-N1-methylbenzene-1,2-diamine